ClC=1C=C(C=CC1OCC1=NC=CC=C1)NC=1C2=C(N=CN1)NC=C2C2(CCN(CC2)C(C=C)=O)C 1-(4-(4-((3-chloro-4-(pyridin-2-ylmethoxy)phenyl)amino)-7H-pyrrolo[2,3-d]pyrimidin-5-yl)-4-methylpiperidin-1-yl)prop-2-en-1-one